3-(benzofuran-5-yl)-5-methyl-2-(pyridin-3-ylmethyl)-2,4,5,6-tetrahydropyrrolo[3,4-c]pyrazole O1C=CC2=C1C=CC(=C2)C2=C1C(=NN2CC=2C=NC=CC2)CN(C1)C